racemic-methyl 2-(((benzyloxy)carbonyl)(methyl)amino)-4,4-difluorobicyclo[3.1.0]hexane-1-carboxylate C(C1=CC=CC=C1)OC(=O)N(C1C2(CC2C(C1)(F)F)C(=O)OC)C